FC1=CC=C(C=C1)CCCN(C)C1CCN(CC1)C(=O)OC(C)(C)C N-[3-(4-fluorophenyl)propyl]-N-methyl-1-(tert-butoxycarbonyl)-4-piperidylamine